C(CCC)N1N=C(C(=C1Cl)C=O)CCC 1-BUTYL-5-CHLORO-3-PROPYL-1H-PYRAZOLE-4-CARBALDEHYDE